3,4-difluoro-2-isopropyl-5-(5,6,7,8-tetrahydroisoquinolin-3-yl)phenol FC=1C(=C(C=C(C1F)C=1N=CC=2CCCCC2C1)O)C(C)C